FC(C1=NN(C(C=C1C1=CC(=CC(=C1)F)F)=O)CC(=O)NC1=NC=C(C=N1)F)F 2-[3-(difluoromethyl)-4-(3,5-difluorophenyl)-6-oxopyridazin-1-yl]-N-(5-fluoropyrimidin-2-yl)acetamide